ClC1=NC=2N(C(=C1)N(C)C1=CC=C(C=C1)OC)N=CC2C(=O)O[C@@H](COCC2=CC(=C(C=C2)OC)N)C (R)-1-((3-amino-4-methoxybenzyl)oxy)propan-2-yl 5-chloro-7-((4-methoxyphenyl)(methyl)amino)pyrazolo[1,5-a]pyrimidine-3-carboxylate